FC(C(=O)NCC=1C=NN(C1)CC1=CC2=C(C(=NO2)NS(=O)(=O)C2=C(C=CC=C2)OC)C=C1OC)=C 2-fluoro-N-((1-((5-methoxy-3-((2-methoxyphenyl)sulfonamido)benzo[d]isoxazol-6-yl)methyl)-1H-pyrazol-4-yl)methyl)acrylamide